CC=1N(N=C2C(=NN=C(C21)C)N2CCC(CC2)C(=O)NC2CN(CC2)C)C2=CC=C(C=C2)C 1-(3,4-dimethyl-2-(p-tolyl)-2H-pyrazolo[3,4-d]pyridazin-7-yl)-N-(1-methylpyrrolidin-3-yl)piperidine-4-carboxamide